FC1=CC(=C(C=N1)C=1C=NC=2N(C1)C=C(N2)COC2=CC=CC=C2)C 6-(6-fluoro-4-methyl-3-pyridyl)-2-phenoxymethylimidazo[1,2-a]pyrimidine